FC(C1=C2CNC(C2=CC(=C1)CO)=O)F 4-(difluoromethyl)-6-(hydroxymethyl)-isoindolin-1-one